tert-Butyl (R)-3-(3-((dimethylamino)methyl) azetidin-1-yl)pyrrolidine-1-carboxylate CN(C)CC1CN(C1)[C@H]1CN(CC1)C(=O)OC(C)(C)C